(2S,5S)-9-((4-fluorophenyl)ethynyl)-2,3,4,5-tetrahydro-2,5-methanopyrido[3,4-f][1,4]oxazepine FC1=CC=C(C=C1)C#CC1=CN=CC=2[C@H]3NC[C@@H](OC21)C3